The molecule is a beta-L-fucoside that is beta-L-fucopyranose in which the anomeric hydroxy hydrogen is replaced by a 2-naphthyl group. It has a role as a chromogenic compound. It is a beta-L-fucoside and a member of naphthalenes. It derives from a 2-naphthol. C[C@H]1[C@H]([C@H]([C@@H]([C@H](O1)OC2=CC3=CC=CC=C3C=C2)O)O)O